CC1CC2NC(C1)C2 3-Methyl-6-azabicyclo[3.1.1]heptane